6-(azetidin-1-yl)-8,8-difluoro-2-(1H-pyrazol-4-yl)-6,7,8,9-tetrahydrothieno[2,3-c]quinolin-4(5H)-one N1(CCC1)C1CC(CC=2C3=C(C(NC12)=O)SC(=C3)C=3C=NNC3)(F)F